1-[(3R*,4R*)-1-[(1-acetylpiperidin-4-yl)carbonyl]-3-(4-methylphenyl)piperidin-4-yl]-3-[3,5-bis(trifluoromethyl)phenyl]-1,3-dimethylurea C(C)(=O)N1CCC(CC1)C(=O)N1C[C@H]([C@@H](CC1)N(C(=O)N(C)C1=CC(=CC(=C1)C(F)(F)F)C(F)(F)F)C)C1=CC=C(C=C1)C |o1:13,14|